BrC=1C(=NN(C1)CC(F)(F)F)F 4-bromo-3-fluoro-1-(2,2,2-trifluoroethyl)-1H-pyrazole